hexadecyl uridine-3'-phosphate P(=O)(O)(O)O[C@H]1[C@H]([C@@](O[C@@H]1CO)(N1C(=O)NC(=O)C=C1)CCCCCCCCCCCCCCCC)O